C(C)N1CC2N(CC1)CCN(C2)C 2-ethyl-8-methyl-octahydro-2H-pyrazino[1,2-a]pyrazine